COC(C1=CC=C(C=C1)N1N=C2C(=CC(=CC2=C1)F)C(=O)N)=O 4-[7-(aminocarbonyl)-5-fluoro-2H-indazol-2-yl]benzoic acid methyl ester